ethyl (S)-2-((1R,5S,6R)-3-(5-cyano-6-((S)-2-methylazetidin-1-yl)-4-(trifluoromethyl)pyridin-2-yl)-3-azabicyclo[3.1.0]Hexan-6-yl)propionate C(#N)C=1C(=CC(=NC1N1[C@H](CC1)C)N1C[C@@H]2C([C@@H]2C1)[C@@H](C(=O)OCC)C)C(F)(F)F